Cl.ClC1=C(C(=CC(=C1)S(N[C@H](C)C1CCNCC1)(=O)=O)Cl)NC(C1=C(C=CC=C1)C)=O (R)-N-(2,6-dichloro-4-(N-(1-(piperidin-4-yl)ethyl)sulfamoyl)phenyl)-2-methylbenzamide hydrochloride